2'-fluoro-5'-methoxy-[1,1'-biphenyl] FC1=C(C=C(C=C1)OC)C1=CC=CC=C1